C(C1=CC=CC=C1)NC(C)=NC1=CC=C(C(=O)N(C)C)C=C1 4-((1-(benzylamino)ethylidene)amino)-N,N-dimethylbenzamide